CC(C(=O)NC(=N)N)=CC1=CC=CC=C1 (α-Methylcinnamoyl)guanidin